(cyclobutylmethyl)-6-ethynyl-4-oxo-1,4-dihydroquinoline-3-carboxylic acid ethyl ester C(C)OC(=O)C1=CN(C2=CC=C(C=C2C1=O)C#C)CC1CCC1